2-((6-((2-Amino-2-oxo-1-phenylethyl)thio)-3,5-dicyano-4-ethylpyridin-2-yl) (methyl) amino)ethyl (2S)-2-amino-3-methylbutanoate N[C@H](C(=O)OCCN(C)C1=NC(=C(C(=C1C#N)CC)C#N)SC(C(=O)N)C1=CC=CC=C1)C(C)C